C(C)(C)(C)O[C@@H]([C@@H](C(=O)N[C@H](C(=O)NN)CC1CCCCC1)NC(OCC1=CC=CC=C1)=O)C Benzyl ((2S,3R)-3-(tert-butoxy)-1-(((S)-3-cyclohexyl-1-hydrazineyl-1-oxopropan-2-yl)amino)-1-oxobutan-2-yl)carbamate